4-carboxy-2-methoxycarbonylphenolate C(=O)(O)C1=CC(=C(C=C1)[O-])C(=O)OC